tert-butyl 4-[1-[4-(4-amino-2-fluoro-phenyl)-1-piperidyl]-1-methyl-ethyl]piperidine-1-carboxylate NC1=CC(=C(C=C1)C1CCN(CC1)C(C)(C)C1CCN(CC1)C(=O)OC(C)(C)C)F